2-(diethylamino)-N-(quinolin-8-yl)acetamide C(C)N(CC(=O)NC=1C=CC=C2C=CC=NC12)CC